4-(1-cyclobutyl-5-(3,5-dimethylisoxazol-4-yl)-1H-pyrrolo[2,3-b]pyridin-3-yl)-3-(trifluoromethoxy)benzoic acid C1(CCC1)N1C=C(C=2C1=NC=C(C2)C=2C(=NOC2C)C)C2=C(C=C(C(=O)O)C=C2)OC(F)(F)F